4-(2,3-bis(ethoxycarbonyl)guanidino)butan-1-aminium 2,2,2-trifluoroacetate FC(C(=O)[O-])(F)F.C(C)OC(=O)N=C(NCCCC[NH3+])NC(=O)OCC